FC=1C=NC=C(C1CC1=CC=C(C=C1)OC(F)(F)F)N1N=NC=C1 3-fluoro-5-(triazol-1-yl)-4-[[4-(trifluoromethoxy)phenyl]methyl]pyridine